N1(CCNCCC1)C=1C(=CC2=C(C(=NO2)C)C1)F 5-(1,4-diazepan-1-yl)-6-fluoro-3-methyl-1,2-benzoxazole